1-(4-(2,3-dihydro-1H-inden-1-yl)piperazin-1-yl)-2-(3-((3R,4S)-3-fluoro-4-hydroxypiperidine-1-carbonyl)-5,6-dihydrocyclopenta[c]pyrazol-1(4H)-yl)ethanone C1(CCC2=CC=CC=C12)N1CCN(CC1)C(CN1N=C(C2=C1CCC2)C(=O)N2C[C@H]([C@H](CC2)O)F)=O